2-methoxy-5-[[2-[(2S,5R)-5-methyl-2-(1H-thieno[3,2-c]pyrazol-5-yl)-1-piperidyl]-2-oxo-acetyl]amino]pyridine-3-carboxamide COC1=NC=C(C=C1C(=O)N)NC(C(=O)N1[C@@H](CC[C@H](C1)C)C1=CC=2NN=CC2S1)=O